C(C=C)(=O)OCCOC1=CC=CC2=C1C=CC=1C=3C=CC=CC3CC21 4-(2-acryloyloxyethoxy)benzofluorene